5-fluoro-N-(6-(4-((1-methyl-1H-indol-3-yl)methyl)morpholin-2-yl)pyridin-2-yl)pyridin-2-amine FC=1C=CC(=NC1)NC1=NC(=CC=C1)C1CN(CCO1)CC1=CN(C2=CC=CC=C12)C